BrCC1=C(C(=O)OC(C)(C)C)C(=CC=C1)C1=CSC(=C1)C(F)(F)F tert-butyl 2-(bromomethyl)-6-(5-(trifluoromethyl)thiophen-3-yl)benzoate